CC(=O)N(C)C DIMETHYL-ACETAMIDE